3-(4-fluoro-1-isopropyl-2-methyl-1H-benzo[d]imidazol-6-yl)-N-(2-(4-methylpiperazin-1-yl)pyridin-4-yl)-1H-pyrrolo[2,3-b]pyridin-5-amine FC1=CC(=CC=2N(C(=NC21)C)C(C)C)C2=CNC1=NC=C(C=C12)NC1=CC(=NC=C1)N1CCN(CC1)C